FC(C1=NC2=CC=CC=C2C(=C1)N[C@@H]1C[C@@H](CCC1)NC(C)=O)(F)F N-[(1r,3s)-3-{[2-(trifluoromethyl)quinolin-4-yl]amino}cyclohexyl]acetamide